C(C)OC1=C(C(=CC(=C1)CN1CCN(CC1)C1CCN(CC1)S(=O)(=O)C1=CC=C(C=C1)OC(F)(F)F)OCC)C1=CC=C(C=C1)F 1-((2,6-diethoxy-4'-fluoro-[1,1'-biphenyl]-4-yl)methyl)-4-(1-((4-(trifluoromethoxy)phenyl)sulfonyl)piperidin-4-yl)piperazine